BrC=1C(=NC=CC1)C(=O)N 3-Bromo-2-pyridinecarboxamide